5-((R)-1-hydroxy-2,6,6-trimethyl-4-oxocyclohex-2-en-1-yl)-3-methylpentane-2,4-diene O[C@]1(C(=CC(CC1(C)C)=O)C)C=CC(=CC)C